BrC=1C=C(C(=C(C1)F)C(OCC)OCC)F 5-bromo-2-(diethoxymethyl)-1,3-difluoro-benzene